(±)-trans-N-(8-amino-6-(4-methylpyridin-3-yl)-2,7-naphthyridin-3-yl)-2-(pyrimidine-2-Yl)Cyclopropanecarboxamide 3-hydroxyazetidine-1-carboxylate OC1CN(C1)C(=O)O.NC=1N=C(C=C2C=C(N=CC12)NC(=O)[C@H]1[C@@H](C1)C1=NC=CC=N1)C=1C=NC=CC1C |r|